hexadecanedioic acid monomethyl ester mono-tert-butyl ester C(C)(C)(C)OC(CCCCCCCCCCCCCCC(=O)OC)=O